3-(7-((2S,3S)-3-(1H-tetrazol-5-yl)bicyclo[2.2.2]oct-2-yl)-5-fluoro-7H-pyrrolo[2,3-d]pyrimidin-2-yl)-5-chloro-1-(triphenylmethyl)-1H-pyrazolo[3,4-b]pyridine N1N=NN=C1[C@@H]1[C@H](C2CCC1CC2)N2C=C(C1=C2N=C(N=C1)C1=NN(C2=NC=C(C=C21)Cl)C(C2=CC=CC=C2)(C2=CC=CC=C2)C2=CC=CC=C2)F